OC=1C=C(C=CC1O)/C=C/C(=O)O (E)-3-(3,4-dihydroxyphenyl)-2-propenoic acid